(R)-N-((S)-1-(6-(1H-pyrazol-1-yl)pyridine-3-yl)ethyl)-2-methylpropane-2-sulfinamide N1(N=CC=C1)C1=CC=C(C=N1)[C@H](C)N[S@](=O)C(C)(C)C